2-{[(αR)-6-[(4S)-4-(2,2-dimethylpropyl)-2,5-dioxoimidazolidin-1-yl]spiro[3.3]heptan-2-yl]oxy}pyridine-3-carboxamide CC(C[C@@H]1NC(N(C1=O)C1CC2(CC(C2)OC2=NC=CC=C2C(=O)N)C1)=O)(C)C